(2-fluoro-3,4,5,6-tetradeuterophenyl)-1-(pyridin-3-ylsulfonyl)-1H-pyrrole-3-carboxylic acid FC1=C(C(=C(C(=C1[2H])[2H])[2H])[2H])C=1N(C=CC1C(=O)O)S(=O)(=O)C=1C=NC=CC1